3-(4-morpholinothieno[3,2-d]pyrimidin-2-yl)phenyl acetate C(C)(=O)OC1=CC(=CC=C1)C=1N=C(C2=C(N1)C=CS2)N2CCOCC2